N-[2-bromo-4-(1,1,1,2,3,3,3-heptafluoroprop-2-yl)-6-(trifluoromethyl)phenyl]-3-[N-(cyclopropylmethyl)-2,3,4,5,6-pentafluorobenzamido]-2-fluorobenzamide BrC1=C(C(=CC(=C1)C(C(F)(F)F)(C(F)(F)F)F)C(F)(F)F)NC(C1=C(C(=CC=C1)N(C(C1=C(C(=C(C(=C1F)F)F)F)F)=O)CC1CC1)F)=O